(2-fluoro-7-(4,4,5,5-tetramethyl-1,3,2-dioxaborolan-2-yl)benzofuran-5-yl)methanol FC=1OC2=C(C1)C=C(C=C2B2OC(C(O2)(C)C)(C)C)CO